C(C)OC(=S)SC1=C(C=C(C(=O)OC)C=C1C)C methyl 4-[(ethoxymethanethioyl)sulfanyl]-3,5-dimethylbenzoate